BrC1=CC2=C(N=C(S2)NC2=NC=CC(=C2)CN2CCCC2)C=C1 6-bromo-N-(4-(pyrrolidin-1-ylmethyl)pyridin-2-yl)benzo[d]thiazol-2-amine